N,4-Dimethyl-5-(methylsulfinyl)thiazol-2-amine CNC=1SC(=C(N1)C)S(=O)C